2-(1-methyl-1H-pyrazol-5-yl)-5-(4,4,5,5-tetramethyl-1,3,2-dioxaborolan-2-yl)benzo[d]thiazole CN1N=CC=C1C=1SC2=C(N1)C=C(C=C2)B2OC(C(O2)(C)C)(C)C